FC1=CC=C(C=C1)NC1=CC=C2CCN(CC2=C1C=1N=CN(C1)C)C(C=C)=O 1-(7-((4-fluorophenyl)amino)-8-(1-methyl-1H-imidazol-4-yl)-3,4-dihydroisoquinolin-2(1H)-yl)prop-2-en-1-one